(2-methyl-3-(trifluoromethyl)phenyl)ethan-1-one CC1=C(C=CC=C1C(F)(F)F)C(C)=O